O1C=CC2=C1C=C(C=C2)CC(CC)NC 1-(benzofuran-6-yl)-N-methylbutan-2-amine